dihydro-2H-1,4-thiazine-6-carboxamide 1-oxide S1(CCNC=C1C(=O)N)=O